methylenebis-methyl-anthranilate (Methylene bis-methylanthranilate) C=CN(C=1C(C(=O)O)=CC=CC1)C.C=CN(C=1C(C(=O)O)=CC=CC1)C